ClC1=CC=C(C=C1)NC=1C(C(C1NCCC1=CC=C(C=C1)F)=O)=O 3-[(4-Chlorophenyl)amino]-4-{[2-(4-fluorophenyl)ethyl]amino}cyclobut-3-ene-1,2-dione